COC1=CC(=C(C=C1)C1=NOC(=N1)C1=CC2=C(N(N=N2)CC(C)(O)C)C=C1)C 1-[5-{3-(4-methoxy-2-methylphenyl)-1,2,4-oxadiazol-5-yl}-1H-1,2,3-benzotriazol-1-yl]-2-methylpropan-2-ol